[N+](=[N-])=CC(CC[C@@H](C(=O)OC(C)C)NC([C@H](C=1N=CNC1)O)=O)=O isopropyl (S)-6-diazo-2-((S)-2-hydroxy-2-(1H-imidazol-4-yl)acetamido)-5-oxohexanoate